(R)-3-(3-chloro-4-fluorophenyl)-1-(1-(6,7-difluoro-1-oxo-1,2-dihydroisoquinolin-4-yl)ethyl)-1-isobutyl-urea ClC=1C=C(C=CC1F)NC(N(CC(C)C)[C@H](C)C1=CNC(C2=CC(=C(C=C12)F)F)=O)=O